4-{2,7-dichloro-8-fluoro-5-methoxypyrido[4,3-d]pyrimidin-4-yl}-1,4-oxazepane ClC=1N=C(C2=C(N1)C(=C(N=C2OC)Cl)F)N2CCOCCC2